5-(3,4-dimethyl-3-hexyloxycarbonyl)-7-oxo-bicyclo[2.2.1]Hept-2-ene CC(CC)(C(CC)C)OC(=O)C1C2C=CC(C1)C2=O